5-Bromo-N-(5-cyclopropyl-2-hydroxy-3-(4-methylpiperazine-1-carbonyl)phenyl)-2-hydroxybenzenesulfonamide BrC=1C=CC(=C(C1)S(=O)(=O)NC1=C(C(=CC(=C1)C1CC1)C(=O)N1CCN(CC1)C)O)O